ClC1=C(C=C2C=C(N=CC2=C1)NC(=O)[C@@H]1[C@H]2CCOC[C@@H]12)C1CCN(CC1)[C@@]1(COC[C@@H]1O)C (1R,6S,7R)-N-(7-chloro-6-(1-((3R,4R)-4-hydroxy-3-methyltetrahydrofuran-3-yl)piperidin-4-yl)isoquinolin-3-yl)-3-oxabicyclo[4.1.0]heptane-7-carboxamide